Ethyl (3S)-3-(7-((E)-4-hydroxypent-1-en-1-yl)-1-oxo-3,4-dihydropyrrolo[1,2-a]pyrazin-2(1H)-yl)-3-(6-methoxypyridin-3-yl)propanoate OC(C/C=C/C=1C=C2N(CCN(C2=O)[C@@H](CC(=O)OCC)C=2C=NC(=CC2)OC)C1)C